2-(2-(dimethylamino)ethoxy)-4-(oxazol-5-yl)aniline CN(CCOC1=C(N)C=CC(=C1)C1=CN=CO1)C